NC=1C2=C(N=CN1)C(=NC(=C2)N(C)CC2CC2)C=2C(=C(C=CC2C)O)C 3-(4-amino-6-((cyclopropylmethyl)(methyl)amino)pyrido[3,4-d]pyrimidin-8-yl)-2,4-dimethylphenol